COCCNC(=O)C1C(N(C(C2=CC=CC=C12)=O)CC1=CC=C(C=C1)Cl)C1=CC=C(C=C1)Cl 2-(4-chloro-benzyl)-3-(4-chloro-phenyl)-1-oxo-1,2,3,4-tetrahydro-isoquinoline-4-carboxylic acid (2-methoxyethyl)-amide